N1,N4-bis(2-aminoethyl)-1,4-cyclohexanedimethylamine NCCNCC1CCC(CC1)CNCCN